ClC=1C(N(N=CC1\C=C\C1=CC=CC=C1)C)=O (E)-4-chloro-2-methyl-5-styrylpyridazin-3(2H)-one